(R)-2-((1-(2,7-dimethyl-1-oxo-3-(4-(2,2,2-trifluoroethyl)piperazin-1-yl)-1,2-dihydroisoquinolin-5-yl)ethyl)amino)-N,N-bis((2-(trimethylsilyl)ethoxy)methyl)benzenesulfonamide CN1C(C2=CC(=CC(=C2C=C1N1CCN(CC1)CC(F)(F)F)[C@@H](C)NC1=C(C=CC=C1)S(=O)(=O)N(COCC[Si](C)(C)C)COCC[Si](C)(C)C)C)=O